C(CCCCCCCC=CC=CC=CCCCC)O octadeca-9,11,13-trien-1-ol